N-Butyl-4-(4-(2-(4-(trifluoromethyl)phenyl)acetamido)phenoxy)-7H-pyrrolo[2,3-D]pyrimidine-7-carboxamide C(CCC)NC(=O)N1C=CC2=C1N=CN=C2OC2=CC=C(C=C2)NC(CC2=CC=C(C=C2)C(F)(F)F)=O